tert-butyl (2-hydroxybutyl)carbamate OC(CNC(OC(C)(C)C)=O)CC